C=C(C)S(=O)(=O)Cl Prop-1-ene-2-sulfonyl chloride